ClC=1C=CC2=C(N=C(S2)C2CC3(CC(C3)NC(=O)C3=CC(=NC=C3)S(=O)(=N)C)C2)C1 N-[6-(5-chloro-1,3-benzothiazol-2-yl)spiro[3.3]heptan-2-yl]-2-(methylsulfonimidoyl)pyridine-4-carboxamide